C(C)(=O)NC1=NC=CC(=C1)C1=CC(=C(OC[C@H](CC(C)C)NC(OC(C)(C)C)=O)C=C1F)F (S)-tert-butyl (1-(4-(2-acetamidopyridin-4-yl)-2,5-difluorophenoxy)-4-methylpentan-2-yl)carbamate